4-(5-cyclopropyl-1,2,4-oxadiazol-3-yl)-N-[(1r,3s)-3-{[2-(trifluoromethyl)quinolin-4-yl]amino}cyclohexyl]benzamide C1(CC1)C1=NC(=NO1)C1=CC=C(C(=O)N[C@H]2C[C@H](CCC2)NC2=CC(=NC3=CC=CC=C23)C(F)(F)F)C=C1